Cyclopropoxy-3,4,5,6-tetrafluoro-N,N-dimethylbenzenesulfonamide C1(CC1)OC1=C(C(=C(C(=C1F)F)F)F)S(=O)(=O)N(C)C